(E)-octadec-9-enoic acid (4aS,7aR,12bS)-3-(cyclopropylmethyl)-4a-hydroxy-7-oxo-2,3,4,4a,5,6,7,7a-octahydro-1H-4,12-methanobenzofuro[3,2-e]isoquinolin-9-yl ester C1(CC1)CN1C2[C@@]3(CCC([C@H]4[C@]3(CC1)C1=C(O4)C(=CC=C1C2)OC(CCCCCCC\C=C\CCCCCCCC)=O)=O)O